triethylbutylammonium C(C)[N+](CCCC)(CC)CC